(6-(2-chloro-5-fluorophenyl)-1-cyano-3-(2,2-difluoroethyl)-6-hydroxy-8-oxo-3,6,7,8-tetrahydropyrrolo[3,4-e]indazol-5-yl)-3-fluoro-5-(trifluoromethyl)benzamide ClC1=C(C=C(C=C1)F)C1(NC(C=2C=3C(=NN(C3C=C(C21)C2=C(C(=O)N)C=C(C=C2F)C(F)(F)F)CC(F)F)C#N)=O)O